6-chlorotriazolopyridazine ClC=1N=NC2=C(C1)NN=N2